NC=1C(=C(C=C2C=C(N=CC12)NC1=NN2CC=3N(CCC2=C1)C=CN3)C=3C(=C1C(=NC3)OCC[C@H]1O)C)F |r| (+/-)-6-(8-amino-3-((5,6-dihydro-11H-imidazo[1,2-a]pyrazolo[1,5-d][1,4]diazepin-8-yl)amino)-7-fluoroisoquinolin-6-yl)-5-methyl-3,4-dihydro-2H-pyrano[2,3-b]pyridin-4-ol